CO[C@@]1(COCC1)C1=CC(=CC(=N1)C1=CNC2=CN=C(C=C21)NC(C)=O)C N-(3-{6-[(3R)-3-methoxyoxolan-3-yl]-4-methylpyridin-2-yl}-1H-pyrrolo[2,3-c]pyridin-5-yl)acetamide